N-(7-(5-(1-amino-2-(3,5-difluorophenyl)ethyl)-1-((2-(trimethylsilyl)ethoxy)methyl)-1H-pyrrolo[3,2-b]pyridin-6-yl)-4-chloro-1-methyl-1H-indazol-3-yl)methanesulfonamide NC(CC1=CC(=CC(=C1)F)F)C1=C(C=C2C(=N1)C=CN2COCC[Si](C)(C)C)C=2C=CC(=C1C(=NN(C21)C)NS(=O)(=O)C)Cl